2,6-di-t-butylcresol CC1(CC=CC(=C1O)C(C)(C)C)C(C)(C)C